4-ethyl-2-(4-methoxybenzyl)-6-(1-(3-oxo-3-(4-(5-(trifluoromethyl)pyrimidin-2-yl)piperazin-1-yl)propyl)piperidin-3-yl)pyridazin-3(2H)-one C(C)C=1C(N(N=C(C1)C1CN(CCC1)CCC(N1CCN(CC1)C1=NC=C(C=N1)C(F)(F)F)=O)CC1=CC=C(C=C1)OC)=O